O[C@]1(COCC1)CNC1=NC=C(C=2N=CN(C(C21)=O)C)C2=CC=C(C=C2)OC(F)(F)F (S)-5-(((3-hydroxytetrahydrofuran-3-yl)methyl)amino)-3-methyl-8-(4-(trifluoromethoxy)phenyl)pyrido[4,3-d]pyrimidin-4(3H)-one